N-(pyridin-3-yl)-4-(2'-(trifluoromethyl)-[1,1'-biphenyl]-4-yl)butanamide N1=CC(=CC=C1)NC(CCCC1=CC=C(C=C1)C1=C(C=CC=C1)C(F)(F)F)=O